CC=1N=C(SC1C)N1N([NH2+]C(=N1)C1=CC(=CC=C1)OCC(=O)O)C1=CC=C(C=C1)S(=O)(=O)O 3-(4,5-dimethylthiazol-2-yl)-5-(3-carboxymethoxy-phenyl)-2-(4-sulfo-phenyl)-2H-tetrazolium